2-(2-(4-amino-1,2,5-oxadiazol-3-yl)-1H-benzo[d]imidazol-1-yl)-N-(4-bromophenyl)acetamide NC=1C(=NON1)C1=NC2=C(N1CC(=O)NC1=CC=C(C=C1)Br)C=CC=C2